bis[(phenylcarbazolyl)phenyl]amine C1(=CC=CC=C1)C1=C(C=2NC3=CC=CC=C3C2C=C1)C1=C(C=CC=C1)NC1=C(C=CC=C1)C1=C(C=CC=2C3=CC=CC=C3NC12)C1=CC=CC=C1